methyl 2-(chloromethyl)-4-cyanobenzoate ClCC1=C(C(=O)OC)C=CC(=C1)C#N